methyl 6-amino-2-isopropyl-1-oxo-2,3-dihydro-1H-indene-2-carboxylate NC1=CC=C2CC(C(C2=C1)=O)(C(=O)OC)C(C)C